cobalt(II) aluminate [O-][Al]=O.[O-][Al]=O.[Co+2]